C(C)(C)(C)OC(=O)NC1CCC(CC1)N(C1=NC(=CC(=N1)C(=O)OC)NC1=NNC(=C1)C1CC1)C methyl 2-(((1R,4R)-4-((tert-butoxycarbonyl)amino) cyclohexyl) (methyl)amino)-6-((5-cyclopropyl-1H-pyrazol-3-yl)amino)pyrimidine-4-carboxylate